FC(C1=NC=CC(=C1)C=1C=CC=C2C(CCOC12)C#N)(F)F 8-[2-(trifluoromethyl)-4-pyridyl]chromane-4-carbonitrile